CP(C1=CC=CC=C1)(C1=CC=CC=C1)=O Methyldiphenylphosphine Oxide